carboxymethylimidazole C(=O)(O)CC=1NC=CN1